OCC(C)(C)N1N=CC(=C1)C1=CN2C(S1)=C(C=N2)C(=O)NC=2C=C(C=NC2C)NC(OC(C)(C)C)=O tert-butyl (5-(2-(1-(1-hydroxy-2-methylpropan-2-yl)-1H-pyrazol-4-yl)pyrazolo[5,1-b]thiazole-7-carboxamido)-6-methylpyridin-3-yl)carbamate